NC1=C(C(N(C(N1CCCCP(OCC)(OCC)=O)=O)CC#C)=O)NC(CCC1=C(C=CC=C1)I)=O Diethyl (4-(6-amino-5-(3-(2-iodophenyl)propanamido)-2,4-dioxo-3-(prop-2-yn-1-yl)-3,4-dihydropyrimidin-1(2H)-yl)butyl)phosphonate